C(O)(O)=O.CC#CCCCCCCCC methyl-decyne carbonate